C(N)(=S)C1=CC=C(CNC(OC(C)(C)C)=O)C=C1 tert-butyl (4-carbamothioylbenzyl)carbamate